Cl.CC1(CC(C1)C(F)(F)F)N 1-methyl-3-(trifluoromethyl)cyclobutane-1-amine hydrochloride